Methyl (1R,2S,5S)-6,6-dimethyl-3-[N-(trifluoroacetyl)-L-valyl]-3-azabicyclo[3.1.0]hexane-2-carboxylate CC1([C@H]2CN([C@@H]([C@@H]12)C(=O)OC)C([C@@H](NC(C(F)(F)F)=O)C(C)C)=O)C